BrC=1C=CC=2C(C(C3=CC=CC=C3C2C1)=O)=O 3-bromo-9,10-phenanthrenequinone